N-{[6-({[(3,3-difluorocyclobutyl)methyl]amino}methyl)imidazo[1,2-a]pyridin-2-yl]methyl}-1H-pyrrolo[2,3-b]-pyridine FC1(CC(C1)CNCC=1C=CC=2N(C1)C=C(N2)CN2C=CC=1C2=NC=CC1)F